ClC1=C(C=C2C=C(NC2=C1)C=1C=CC(=NC1)N1CC(C1)C(=O)N)C=1C=NC=C(C1)OC 1-(5-(6-chloro-5-(5-methoxypyridin-3-yl)-1H-indol-2-yl)pyridin-2-yl)azetidine-3-carboxamide